N=1C=CN2C1C(=NC=C2)N2CC(CC2)NC(=O)C2=NN(C=C2)C2=C(C=CC=C2)C 1-o-tolyl-1H-pyrazole-3-carboxylic acid (1-imidazo[1,2-a]pyrazin-8-yl-pyrrolidin-3-yl)-amide